1-(4-cyclopropylpyridin-2-yl)-N-(3-fluoro-4-((1-isopropyl-2-keto-2,3-dihydro-1H-imidazo[4,5-b]pyridin-7-yl)oxy)phenyl)-5-(trifluoromethyl)-1H-pyrazole-4-carboxamide C1(CC1)C1=CC(=NC=C1)N1N=CC(=C1C(F)(F)F)C(=O)NC1=CC(=C(C=C1)OC1=C2C(=NC=C1)NC(N2C(C)C)=O)F